S(SCCCCCCO)CCCCCCO 6,6'-disulfanediylbis(hexan-1-ol)